3-(((5-cyanopyrazin-2-yl)oxy)-methyl)-N-(2,6-difluoro-benzyl)bicyclo[1.1.1]pentane-1-carboxamide C(#N)C=1N=CC(=NC1)OCC12CC(C1)(C2)C(=O)NCC2=C(C=CC=C2F)F